ClC1=C(OCC(=O)OCC)C=C(C(=C1)F)C1=NN(C(=C1Cl)OC(F)F)C ethyl [2-chloro-5-(4-chloro-5-difluoromethoxy-1-methylpyrazol-3-yl)-4-fluorophenoxy]acetate